C(C)C1=CC=C(C=C1)N1N=CC(=C1)C=1C=C2C(=CNC2=CC1)NC(C(C)C)=O N-{5-[1-(4-ethylphenyl)-1H-pyrazol-4-yl]-1H-indol-3-yl}-2-methylpropanamide